1-(3-chloro-2,6-difluoro-4-pyridyl)ethanone ClC=1C(=NC(=CC1C(C)=O)F)F